OCCCCC(C(COC(C)CO)O)C=C hydroxybutyl-vinyl-dipropylene glycol